5-(1-(2,2-difluoroethyl)-1H-benzo[d][1,2,3]triazol-6-yl)-4-methoxy-N-(1-(3-methyloxetan-3-yl)piperidin-4-yl)pyrrolo[2,1-f][1,2,4]triazin-2-amine FC(CN1N=NC2=C1C=C(C=C2)C=2C=CN1N=C(N=C(C12)OC)NC1CCN(CC1)C1(COC1)C)F